(S)-N-((5-((3-methyl-2,6-dioxo-1,2,3,6-tetrahydropyrimidin-4-yl)methoxy)-1-(4-(trifluoromethyl)phenyl)-1,2,3,4-tetrahydroquinolin-3-yl)methyl)acrylamide CN1C(NC(C=C1COC1=C2C[C@H](CN(C2=CC=C1)C1=CC=C(C=C1)C(F)(F)F)CNC(C=C)=O)=O)=O